CC(=O)C=C(C=C)Cl 4-chlorohexadienone